FC=1C(=C(C=CC1F)N1CCC(CC1)CCN1N=C(C=2CCCCC12)C(=O)N1CCC(CC1)NC(C)=O)C N-[1-[1-[2-[1-(3,4-Difluoro-2-methylphenyl)-4-piperidyl]ethyl]-4,5,6,7-tetrahydroindazol-3-carbonyl]-4-piperidyl]acetamid